1-(4-(2,6-difluorobenzyl)-3,4-dihydro-2H-benzo[b][1,4]thiazin-7-yl)-3-(1H-indol-3-yl)urea FC1=C(CN2C3=C(SCC2)C=C(C=C3)NC(=O)NC3=CNC2=CC=CC=C32)C(=CC=C1)F